1,1-Di(4-hydroxyphenyl)acenaphthene OC1=CC=C(C=C1)C1(CC2=CC=CC3=CC=CC1=C23)C2=CC=C(C=C2)O